ClC=1C=2N(C3=CC(=CC=C3N1)C(=O)OC)C=CC2 methyl 4-chloropyrrolo[1,2-a]quinoxalin-8-carboxylate